N-[(3R)-7-[(3aS,6aS)-octahydropyrrolo[3,4-b]pyrrol-5-yl]-3,4-dihydro-2H-1-benzopyran-3-yl]-3-amino-6-methylthieno[2,3-b]pyridine-2-carboxamide N1[C@H]2[C@@H](CC1)CN(C2)C2=CC1=C(C[C@H](CO1)NC(=O)C1=C(C=3C(=NC(=CC3)C)S1)N)C=C2